CC1=C(C=CC=C1C)C=1CCCC2=C(C1C1=CC=C(C=C1)C=C1CN(C1)CCCF)C=CC(=C2)C(=O)O 8-(2,3-dimethylphenyl)-9-(4-((1-(3-fluoropropyl)azetidin-3-ylidene)methyl)phenyl)-6,7-dihydro-5H-benzo[7]annulene-3-carboxylic acid